Methyl (2S,3R,4S)-1-acetyl-2-ethyl-3-methyl-4-(4-pentyl-1H-1,2,3-triazol-1-yl)-1,2,3,4-tetrahydroquinoline-6-carboxylate C(C)(=O)N1[C@H]([C@H]([C@@H](C2=CC(=CC=C12)C(=O)OC)N1N=NC(=C1)CCCCC)C)CC